FC(SC1=CC=C(CNC2=C3N=CN(C3=NC=N2)[C@H]2[C@@H](O)[C@H](O)[C@H](O2)CO)C=C1)(F)F 6-(4-(Trifluoromethylthio)benzylamino)-9-β-D-arabinofuranosylpurin